FC(C(=O)O)(F)F.NC=1N=CC(=NC1C1=CC=NS1)C=1C=C(C=CC1C)C(CO)(C(F)(F)F)O 2-(3-(5-Amino-6-(isothiazol-5-yl)pyrazin-2-yl)-4-methylphenyl)-3,3,3-trifluoropropane-1,2-diol, trifluoroacetate salt